FC(C1=NN=C(O1)C=1C=CC2=C(C(N(C(O2)(C=2C=NC=CC2)C)C)=O)C1)F 6-[5-(difluoromethyl)-1,3,4-oxadiazol-2-yl]-2,3-dimethyl-2-(pyridin-3-yl)-2,3-dihydro-4H-1,3-benzoxazin-4-one